5-(dimethoxymethyl)-2'-deoxyuridine COC(C=1C(NC(N([C@H]2C[C@H](O)[C@@H](CO)O2)C1)=O)=O)OC